(S)-2-(4-cyclopropylindoline-1-carbonyl)pyrrolidine-1-carbonitrile C1(CC1)C1=C2CCN(C2=CC=C1)C(=O)[C@H]1N(CCC1)C#N